benzyl 3,3-dimethyl-pyrrolidine-1-carboxylate CC1(CN(CC1)C(=O)OCC1=CC=CC=C1)C